CC1=C(NC=C1)CC(=O)O (3-METHYL-1H-PYRROL-2-YL)-ACETIC ACID